FC1=C(CC2=CC=CC(=N2)C2OCCN(C2)C(C(C)(C)C2=CC(=CC=C2)F)=O)C=CC=C1 1-(2-(6-(2-fluorobenzyl)pyridin-2-yl)morpholino)-2-(3-fluorophenyl)-2-methylpropan-1-one